CN(C(=O)O[C@H]1/C=C/[C@@H]([C@H](C(C(CCCCC1)=O)=O)/C(=C/C=C/[C@H](COC(=O)N1CCCC1)C)/C)C)C Pyrrolidine-1-carboxylic acid [(2r,3e,5e)-6-[(2s,3s,4e,6r)-6-(dimethylcarbamoyloxy)-3-methyl-12-oxo-1-oxocyclododec-4-en-2-yl]-2-methylhept-3,5-dienyl] ester